CC1(CCC1)NC(=O)CCl 2-chloro-N-(1-methylcyclobutyl)acetamide